ClC=1C=C(C=C(C1)Cl)C=1OC2=C(N1)C=CC(=C2)C(=O)OC2CCN1C=NC=C12 6,7-dihydro-5H-pyrrolo[1,2-c]imidazol-7-yl 2-(3,5-dichlorophenyl)benzo-[d]oxazole-6-carboxylate